C(#N)C1=C(C(=C(OCC2=CC(=NN2C2=CC=CC=C2)C)C=C1)F)F 5-[(4-cyano-2,3-difluoro-phenoxy)methyl]-3-methyl-1-phenyl-pyrazole